(S)-(7-(2-(4-hydroxy-4-methylpiperidin-1-yl)ethoxy)-5-methyl-4-oxo-2,3,4,5-tetrahydrobenzo[b][1,4]oxazepin-3-yl)carbamic acid tert-butyl ester C(C)(C)(C)OC(N[C@@H]1C(N(C2=C(OC1)C=CC(=C2)OCCN2CCC(CC2)(C)O)C)=O)=O